N-[5-(2-Chloro-6-methyl-4-pyridyl)-4-(3-cyanophenyl)thiazol-2-yl]-3-(1-hydroxy-1-methylethyl)piperazine-1-carboxamide ClC1=NC(=CC(=C1)C1=C(N=C(S1)NC(=O)N1CC(NCC1)C(C)(C)O)C1=CC(=CC=C1)C#N)C